4-{5-[(R)-(1,3-dimethyl-azetidin-3-yl)-hydroxy-(4-isopropyl-phenyl)-methyl]-pyridin-3-yl}-2-pyrimidin-2-yl-butan-2-ol CN1CC(C1)(C)[C@@](C=1C=C(C=NC1)CCC(C)(O)C1=NC=CC=N1)(C1=CC=C(C=C1)C(C)C)O